[Na].C1CCC2=C(C=3CCCC3C=C12)CC(=O)NS(=O)(=O)N(C1CN(CCC1)C(=O)OCC1=CC=CC=C1)C=1C=NN(C1)C Benzyl 3-({[2-(1,2,3,5,6,7-hexahydro-s-indacen-4-yl)acetamido]sulfonyl}(1-methyl-1H-pyrazol-4-yl)amino)piperidine-1-carboxylate sodium salt